O[C@H](\C=C\CCCCCCCCCCCCCCCCCCCCCCCCCCC)[C@H]1N(C(OC1)(C)C)C(=O)O.C(#N)C1=CC=C(S1)C1=NNC(=C1)NC(C1=CC=C(C=C1)NC1CCN(CC1)C)=O N-(3-(5-Cyanothiophen-2-yl)-1H-pyrazol-5-yl)-4-((1-methylpiperidin-4-yl)amino)benzamide (4S)-4-[(E,1R)-1-hydroxytriacont-2-enyl]-2,2-dimethyl-oxazolidine-3-carboxylate